N-(3-isopropylphenyl)-1-(3-(2-(5-methoxy-1H-indol-3-yl)ethyl)ureido)cyclohexane-1-carboxamide C(C)(C)C=1C=C(C=CC1)NC(=O)C1(CCCCC1)NC(=O)NCCC1=CNC2=CC=C(C=C12)OC